CC=1C=C(C=CC1B1OC(C(O1)(C)C)(C)C)C1N(CCC1)C(=O)OC(C)(C)C tert-butyl 2-[3-methyl-4-(4,4,5,5-tetramethyl-1,3,2-dioxaborolan-2-yl)phenyl]pyrrolidine-1-carboxylate